1,4-dimethyl-6-(5-((2R,5S)-5-methylpiperidin-2-yl)benzo[d]thiazol-2-yl)piperazin-2-one CN1C(CN(CC1C=1SC2=C(N1)C=C(C=C2)[C@@H]2NC[C@H](CC2)C)C)=O